(3R,5R)-4-(2-{6-[(azetidin-3-yl)methyl]-3-methylimidazo[1,5-a]pyridin-8-yl}-5-fluorobenzoyl)-3,5-dimethylmorpholine N1CC(C1)CC=1C=C(C=2N(C1)C(=NC2)C)C2=C(C(=O)N1[C@@H](COC[C@H]1C)C)C=C(C=C2)F